C(\C=C\C1=CC=C(C=C1)O)O Para-coumaryl alcohol